CN1C=NC(=C1)S(=O)(=O)NC1=CC(=CC=C1)C=1C2=C(N=C(N1)N1[C@H](CC1)C)CCC2 (S)-1-methyl-N-(3-(2-(2-methylazetidin-1-yl)-6,7-dihydro-5H-cyclopenta[d]pyrimidin-4-yl)phenyl)-1H-imidazole-4-sulfonamide